C(#N)C1=C(C=C(C=C1)N1N=C(C=C1)C(=O)O)C(F)(F)F (4-cyano-3-trifluoromethylphenyl)-1H-pyrazole-3-carboxylic acid